C(C)(C)(C)C=1N=C(SC1)NC1=CC=C(C=C1)[C@@H](C)C1=NN=NN1 4-tert-butyl-N-{4-[(1R)-1-(1H-tetrazol-5-yl)ethyl]phenyl}-1,3-thiazol-2-amine